5-formyl-2-methoxyphenyl isobutyrate C(C(C)C)(=O)OC1=C(C=CC(=C1)C=O)OC